2-(6,7-dihydro-5H-cyclopenta[b]pyridin-7-yl)-1-isocyanoethanamine N1=C2C(=CC=C1)CCC2CC(N)[N+]#[C-]